C(#N)C=1C(=CC(=NC1)NC(=O)N1CCCC2=CC(=C(N=C12)C=O)CO)OC1CN(CC1)C N-(5-cyano-4-((1-methylpyrrolidin-3-yl)oxy)pyridin-2-yl)-7-formyl-6-(hydroxymethyl)-3,4-dihydro-1,8-naphthyridine-1(2H)-carboxamide